1H-pyrrolo[2,3-b]pyridin-5-ylmethanol N1C=CC=2C1=NC=C(C2)CO